N-[(2S)-1-({(1S)-1-cyano-2-[(3S)-2-oxopyrrolidin-3-yl]ethyl}amino)-4-methyl-1-oxopentan-2-yl]-4-methoxy-3,6,7-tris(trifluoromethyl)-1H-indole-2-carboxamide C(#N)[C@H](C[C@H]1C(NCC1)=O)NC([C@H](CC(C)C)NC(=O)C=1NC2=C(C(=CC(=C2C1C(F)(F)F)OC)C(F)(F)F)C(F)(F)F)=O